NC(CN1CC(CCC1)C1=CC=C2C(=NC(=NN21)N2C(=CC=1C(=CC=CC21)C(=O)N)C)NCC2=CC=CC=C2)=O 1-(7-(1-(2-amino-2-oxoethyl)piperidin-3-yl)-4-(benzylamino)pyrrolo[2,1-f][1,2,4]triazin-2-yl)-2-methyl-1H-indole-4-carboxamide